O=CC(CC)C1=C(C(=O)N)C=CC=C1 1-oxobutan-2-yl-benzamide